N-[(3S)-2-Oxo-5-phenyl-1,3-dihydro-1,4-benzodiazepin-3-yl]-2-[4-(propan-2-ylamino)phenyl]pyrazolo[1,5-a]pyrimidine-3-carboxamide O=C1NC2=C(C(=N[C@@H]1NC(=O)C=1C(=NN3C1N=CC=C3)C3=CC=C(C=C3)NC(C)C)C3=CC=CC=C3)C=CC=C2